2'-[2-[(1-cyclopropylsulfonyl-piperidin-4-yl)amino]-5-fluoropyrimidin-4-yl]-3',5'-dimethylspiro[cyclopropane-1,6'-thieno[2,3-c]pyrrole]-4'-one C1(CC1)S(=O)(=O)N1CCC(CC1)NC1=NC=C(C(=N1)C1=C(C2=C(C3(N(C2=O)C)CC3)S1)C)F